C1(=CC=CC=C1)OC(NC1=NC(=CC(=N1)OC)C)=O (4-methoxy-6-methylpyrimidin-2-yl)-carbamic acid phenyl ester